2-[4-[4-amino-6-chloro-3-(1H-pyrazol-4-yl)indol-1-yl]triazol-1-yl]ethanol NC1=C2C(=CN(C2=CC(=C1)Cl)C=1N=NN(C1)CCO)C=1C=NNC1